2-Phenyl-5-trifluoromethylfuran C1(=CC=CC=C1)C=1OC(=CC1)C(F)(F)F